2,7-dibromonaphthalene BrC1=CC2=CC(=CC=C2C=C1)Br